BrC=1C=C2C(=NN(C(C2=CC1)=O)CC(=O)OCC)C(=C)OCC ethyl 2-(6-bromo-4-(1-ethoxyvinyl)-1-oxophthalazin-2(1H)-yl)acetate